ClC1=C2C(=NC(=C1)OC=1C=NC(=CC1C)C(F)(F)F)N(C=N2)C 7-chloro-3-methyl-5-(4-methyl-6-trifluoromethyl-pyridin-3-yloxy)-3H-imidazo[4,5-b]Pyridine